P(=O)(OC1C(OC(C1O)N1C(NC(C=C1)=O)=O)CO)(O)O 5-(2,4-dioxo-3,4-dihydropyrimidin-1(2H)-yl)-4-hydroxy-2-(hydroxymethyl)tetrahydrofuran-3-yl dihydrogen phosphate